C(C)(C)(C)N1C[C@H]([C@@H](C1)O)N tert-butyl-(3R,4R)-3-amino-4-hydroxypyrrolidine